(S)-6-ethoxy-2-methyl-N-(5-(3-methylpiperazin-1-yl)pyridazin-2-yl)-2H-indazole-5-carboxamide formate C(=O)O.C(C)OC=1C(=CC2=CN(N=C2C1)C)C(=O)NN1NC=C(C=C1)N1C[C@@H](NCC1)C